ClC=1C=CC(=C(C(=O)N[C@H](C(C(=O)NC)=O)C[C@H]2C(NCC2)=O)C1)NC(CCC(F)(F)F)=O 5-chloro-N-[(1S)-3-(methylamino)-2,3-dioxo-1-[[(3S)-2-oxopyrrolidin-3-yl]methyl]propyl]-2-(4,4,4-trifluorobutanoylamino)benzamide